FC1=CC(=CC2=CC=3C[C@@](CCC3N=C12)(C(C)C)F)C(=O)N[C@H](CCN1CCC(CC1)C(F)(F)F)C=1C=NC(=CC1)C1=CN=NC=C1 |r| rac-(7S)-4,7-difluoro-7-isopropyl-N-[rac-(1R)-1-(6-pyridazin-4-yl-3-pyridyl)-3-[4-(trifluoromethyl)-1-piperidyl]propyl]-6,8-dihydro-5H-acridine-2-carboxamide